COS(=O)(=O)[O-].OCC[N+](C)(CCO)CCO 2-hydroxyl-N,N-bis(2-hydroxyethyl)-N-methylethylammonium methyl-sulfate